N1=CN=CC(=C1)C(=O)O 5-Pyrimidinecarboxylic acid